Cl.NC=1C(=C(C=CC1Cl)O)Cl 3-amino-2,4-dichlorophenol-hydrochloride